6-[3-(5-Cyano-2-methoxypyridine-3-sulfonamido)-2,6-difluorophenyl]-7-fluoro-N-methyl-1H-pyrazolo[4,3-c]pyridine-3-carboxamide C(#N)C=1C=C(C(=NC1)OC)S(=O)(=O)NC=1C(=C(C(=CC1)F)C1=C(C2=C(C=N1)C(=NN2)C(=O)NC)F)F